3,4,5-trihydroxy-1-cyclohexene-1-formaldehyde OC1C=C(CC(C1O)O)C=O